C(C)(C)(C)OC(=O)N[C@H](C)C1=CC=C2C(=N1)NC(=C2)C2=NC1=C(N2[C@H]2[C@@H](C2)F)C(=CC(=C1)C(=O)OC)F methyl 2-(6-((R)-1-((tert-butoxycarbonyl)amino)ethyl)-1H-pyrrolo[2,3-b]pyridin-2-yl)-7-fluoro-1-((1R,2R)-2-fluorocyclopropyl)-1H-benzo[d]imidazole-5-carboxylate